5-amino-N3-(2-(2-(4-chlorophenyl)acetamido)pyridin-4-yl)-1-isopropyl-1H-pyrazole-3,4-dicarboxamide NC1=C(C(=NN1C(C)C)C(=O)NC1=CC(=NC=C1)NC(CC1=CC=C(C=C1)Cl)=O)C(=O)N